1-(3-acetyl-4-amino-2,6-difluoro-phenyl)-N,N-dimethyl-piperidine-3-carboxamide C(C)(=O)C=1C(=C(C(=CC1N)F)N1CC(CCC1)C(=O)N(C)C)F